(Z)-7-(non-2-en-1-yloxy)-7-oxoheptanoic acid C(\C=C/CCCCCC)OC(CCCCCC(=O)O)=O